C(C)(=O)NNCC acetamido-ethylamine